citronellyl acetate (3-hex-enyl acetate) C(CC=CCC)CC(=O)O.C(C)(=O)OCCC(C)CCC=C(C)C